C(C)(=O)OC1=CC(=CC=C1)COC(N[C@H](C(N[C@H](C=O)C[C@H]1C(NCC1)=O)=O)CC1CCCCC1)=O 3-(((((S)-3-cyclohexyl-1-oxo-1-(((S)-1-oxo-3-((S)-2-oxopyrrolidin-3-yl)propan-2-yl)amino)propan-2-yl)carbamoyl)oxy)methyl)phenyl acetate